C1(CC1)C=1C=NN2C1N=C(N=C2NCC2=NC1=C(N2)C=CC=C1OC)S(=O)(=O)C 8-cyclopropyl-2-(methanesulfonyl)-N-[(4-methoxy-1H-benzimidazol-2-yl)methyl]pyrazolo[1,5-a][1,3,5]triazin-4-amine